sulfhydryl-silver sulfide [S-2].S[Ag]